7-(8-ethyl-7-fluoro-3-hydroxynaphthalen-1-yl)-8-fluoro-2-((((2R,7aS)-2-fluorotetrahydro-1H-pyrrolizin-7a(5H)-yl)methoxy)quinazolin-4-yl)-3-methylpiperidin-3-ol C(C)C=1C(=CC=C2C=C(C=C(C12)C1=CC=C2C(=NC(=NC2=C1F)OC[C@]12CCCN2C[C@@H](C1)F)C1NCCCC1(O)C)O)F